2-(dodecyldisulfanyl)ethyl 3-[3-(dimethylamino)propyl-[3-[2-(dodecyldisulfanyl)ethoxy]-3-oxopropyl]amino]propanoate CN(CCCN(CCC(=O)OCCSSCCCCCCCCCCCC)CCC(=O)OCCSSCCCCCCCCCCCC)C